Tin butyrate C(CCC)(=O)[O-].[Sn+4].C(CCC)(=O)[O-].C(CCC)(=O)[O-].C(CCC)(=O)[O-]